CN1N=NC2=C1C=CC(=C2C)C(C(C(=O)OC)(C)C)C2=CC(=C(C=C2)C)CN2C[C@H](OC1=C(C2)C=CC2=CC=CC=C21)CC methyl 3-(1,4-dimethyl-1H-benzo[d][1,2,3]triazol-5-yl)-3-(3-(((R)-2-ethyl-2,3-dihydronaphtho[2,1-f][1,4]oxazepin-4(5H)-yl)methyl)-4-methylphenyl)-2,2-dimethylpropanoate